C(CCCCC)C=1C=C2C(=C(C(=NC2=CC1)N(CC(=O)O)C)C)C1=CC=CC=C1 N-(6-hexyl-3-methyl-4-phenylquinolin-2-yl)-N-methylglycine